NC1=NC=C(C=C1C1=C(C=C(C=C1)NC(=O)C=1C(C(=C(N(C1)C(C)C)C(=O)OC)C1=CC=C(C=C1)F)CC=O)F)C1=CC(=C(C=C1)OC)OC methyl 5-((4-(2-amino-5-(3,4-dimethoxyphenyl) pyridin-3-yl)-3-fluorophenyl) carbamoyl)-3-(4-fluorophenyl)-1-isopropyl-4-oxoethyl-1,4-dihydropyridine-2-carboxylate